CC1=NC(=CC=C1N1CCN(CC1)CC=1C=CC=2C3=C(C(NC2C1F)=O)OC=C3)C(NC)=O 7-((4-(2-methyl-6-(methylcarbamoyl)pyridin-3-yl)piperazin-1-yl)methyl)-6-fluoro-furo[2,3-c]quinolin-4(5H)-one